tert-butyl (S)-(1-(3-methyl-5-(4-(1-methylpiperidin-4-yl)-2-(trifluoromethoxy)phenyl)thiophene-2-carbonyl)pyrrolidin-3-yl)carbamate CC1=C(SC(=C1)C1=C(C=C(C=C1)C1CCN(CC1)C)OC(F)(F)F)C(=O)N1C[C@H](CC1)NC(OC(C)(C)C)=O